C(C1=CC=CC=C1)N[C@H]1[C@@H](CCCC1)N(C=1C=C2C(N(C(C2=CC1)=O)C1C(NC(CC1)=O)=O)=O)C 5-(((1R,2R)-2-(benzylamino)cyclohexyl)(methyl)amino)-2-(2,6-dioxopiperidin-3-yl)isoindoline-1,3-dione